C1=CC=CC2=CC3=CC=CC=C3C(=C12)CNC=1C=2N=CN([C@H]3[C@H](O)[C@H](O)[C@@H](CO)O3)C2N=CN1 N6-(9-anthracenylmethyl)adenosine